6-(5H-imidazo[5,1-a]isoindol-5-yl)-2-methyl-5,6,7,8-tetrahydroquinazolin-5-ol C=1N=CN2C1C1=CC=CC=C1C2C2C(C=1C=NC(=NC1CC2)C)O